C(CC)C1(N=CC=N1)CCCCS(=O)(=O)O 2-propyl-imidazolebutanesulfonic acid